1,2-diphenyl-tetrahydroperoxyethane C1(=CC=CC=C1)C(C(C1=CC=CC=C1)(OO)OO)(OO)OO